1-((S)-3-(4-amino-3-(((S)-1-(3,5-dichloropyridin-4-yl)ethyl)amino)-1H-pyrazolo[3,4-d]pyrimidin-1-yl)pyrrolidin-1-yl)prop-2-en-1-one NC1=C2C(=NC=N1)N(N=C2N[C@@H](C)C2=C(C=NC=C2Cl)Cl)[C@@H]2CN(CC2)C(C=C)=O